5-(2-ethoxy-3-pyridinyl)-1-isopropyl-3-methyl-N-[(2-methyl-1,3-benzoxazol-5-yl)methyl]pyrazolo[4,3-b]pyridin-7-amine C(C)OC1=NC=CC=C1C1=CC(=C2C(=N1)C(=NN2C(C)C)C)NCC=2C=CC1=C(N=C(O1)C)C2